N[C@H]1C[C@@H](OC[C@@H]1SC)C(=O)N1[C@H](C2=CC=CC=C2CC1)C1=CC=C(C=C1)F ((2R,4S,5R)-4-amino-5-(methylthio)tetrahydro-2H-pyran-2-yl)((S)-1-(4-fluorophenyl)-3,4-dihydroisoquinolin-2(1H)-yl)methanone